bicyclo[2.2.1]hept-5-en-2-yl-(t-butoxy)dimethoxysilane C12C(CC(C=C1)C2)[Si](OC)(OC)OC(C)(C)C